2-(2-Cyclopropylphenyl)-2-(cis-3-fluoro-4-(4-(5,6,7,8-tetrahydro-1,8-naphthyridin-2-yl)butoxy)pyrrolidin-1-yl)acetic acid C1(CC1)C1=C(C=CC=C1)C(C(=O)O)N1C[C@H]([C@H](C1)OCCCCC1=NC=2NCCCC2C=C1)F